FC(C1CCN(CC1)C(=O)C1CCN(CC1)C(=O)OC(C)(C)C)(F)F tert-butyl 4-(4-(trifluoromethyl)piperidin-1-carbonyl)piperidin-1-carboxylate